C(C)C=1C(=CC=C2C=C(C=C(C12)C1CC=2N=C(N=C(C2CO1)O)SC)OCOC)F 7-(8-ethyl-7-fluoro-3-(methoxymethoxy)naphthalen-1-yl)-2-(methylthio)-7,8-dihydro-5H-pyrano[4,3-d]pyrimidin-4-ol